C(#N)C1=CN=CC(=N1)C=1C=C(C(=NC1)NC(C(CC)C=1N=C(SC1)NS(=O)(=O)C1CC1)=O)F N-(5-(6-cyanopyrazin-2-yl)-3-fluoropyridin-2-yl)-2-(2-(cyclopropanesulfonamido)thiazol-4-yl)butanamide